ClC1=CC2=C(C=N1)C=NN2C 6-chloro-1-methyl-pyrazolo[4,3-c]pyridine